[Si](C)(C)(C(C)(C)C)O[C@H]1C\C(\C2(C1)CCN(CC2)C(=O)OC(C)(C)C)=N/[S@](=O)C(C)(C)C tert-butyl (1E,3R)-3-[(tert-butyldimethylsilyl) oxy]-1-{[(R)-2-methylpropan-2-sulfinyl] imino}-8-azaspiro[4.5]decane-8-carboxylate